[4-[5-Amino-4-cyano-1-(2,2,2-trifluoroethyl)pyrazol-3-yl]phenyl]acetic acid NC1=C(C(=NN1CC(F)(F)F)C1=CC=C(C=C1)CC(=O)O)C#N